methyl 4-((1-(2-(5-fluoroisoindolin-2-yl)-3,6-dimethyl-4-oxo-3,4-dihydroquinazolin-8-yl)ethyl)amino)-1-methyl-1H-pyrazole-3-carboxylate FC=1C=C2CN(CC2=CC1)C1=NC2=C(C=C(C=C2C(N1C)=O)C)C(C)NC=1C(=NN(C1)C)C(=O)OC